C[N+](CCOC(CCCCCCCCCCCCCCCCC)=O)(CCOC(CCCCCCCCCCCCCCCCC)=O)C N,N-dimethyl-2-[(1-oxooctadecyl)oxy]-N-[2-[(1-oxooctadecyl)oxy]ethyl]-Ethanaminium